O=O (oxy) oxide